epoxy-urethane N1C(=O)OC(C)O1